6-(5-methyl-1,3,4-oxadiazol-2-yl)-N-(3-methylthieno[3,2-c]pyridin-4-yl)-N-[(3R)-3-piperidyl]pyridine-3-carboxamide CC1=NN=C(O1)C1=CC=C(C=N1)C(=O)N([C@H]1CNCCC1)C1=NC=CC2=C1C(=CS2)C